N-((S)-1-(4-chlorophenyl)ethyl)-4-hydroxypyrrolidine-2-carboxamide ClC1=CC=C(C=C1)[C@H](C)NC(=O)C1NCC(C1)O